9-bromo-6-tert-butyl-10-methoxy-2-oxo-6,7-dihydro-2H-pyrido[2,1-a]isoquinoline-3-carboxylic acid ethyl ester C(C)OC(=O)C=1C(C=C2N(C(CC3=CC(=C(C=C23)OC)Br)C(C)(C)C)C1)=O